The molecule is a pyrrolidinone derivative that is the methyl ester of sch 210972. Isolated from fungal fermentation broth of Chaetomium globosum, it exhibits inhibitory activity against chemokine receptor CCR-5. It has a role as a chemokine receptor 5 antagonist and a Chaetomium metabolite. It is a carbobicyclic compound, an enol, a tertiary alcohol, a carboxylic ester, a member of pyrrolidin-2-ones and a member of octahydronaphthalenes. It derives from a sch 210972. C/C=C(\\C)/[C@@H]1C=C[C@@H]2C[C@@H](C[C@@H]([C@H]2[C@@H]1/C(=C/3\\C(=O)[C@H](NC3=O)C[C@](C)(C(=O)OC)O)/O)C)C